NNC1=C(C=CC=C1)Cl amino-2-chloroaniline